(R)-4-((1-(3-amino-5-(trifluoromethyl)phenyl)ethyl)amino)-2,6-dimethyl-6H-[1,4]oxazino[3,2-g]quinazolin-7(8H)-one NC=1C=C(C=C(C1)C(F)(F)F)[C@@H](C)NC1=NC(=NC2=CC3=C(C=C12)N(C(CO3)=O)C)C